2-(4-(Trifluoromethyl)phenyl)benzo[d]oxazole-6-carboxylic acid FC(C1=CC=C(C=C1)C=1OC2=C(N1)C=CC(=C2)C(=O)O)(F)F